C(C1=CC=CC=C1)OC=1C(=NC=NC1OCC1=CC=CC=C1)CN1C(NC(C1)C1=CC=C(C=C1)C#CC1=CC=C(C=C1)CN1CCOCC1)=O 1-((5,6-bis(benzyloxy)pyrimidin-4-yl)methyl)-4-(4-((4-(morpholinylmethyl)phenyl)ethynyl)phenyl)imidazoline-2-one